C(C)OC(=O)C=1N=C(SC1C1CC1)Br 2-bromo-5-cyclopropyl-thiazole-4-carboxylic acid ethyl ester